[Sn].[Bi].[Al] aluminum bismuth tin